C(CCCCC)C=1C=C2C=CC(=CC2=CC1)[B] 6-hexyl-2-naphthyl-boron